(E)-4-(azetidin-1-yl)-N-(3-((5-(4-bromo-3-fluorophenyl)-2-((1-methyl-1H-pyrazol-4-yl)amino)pyrimidin-4-yl)amino)-4-fluorophenyl)but-2-enamide N1(CCC1)C/C=C/C(=O)NC1=CC(=C(C=C1)F)NC1=NC(=NC=C1C1=CC(=C(C=C1)Br)F)NC=1C=NN(C1)C